C(#N)C=1C=C2C(=CC=NC2=CC1)NC1=CC=C(C(=O)NC2=NC=C(C=C2)NC2=CC(=NC=C2)C)C=C1 4-(6-Cyanoquinolin-4-ylamino)-N-(5-(2-methylpyridin-4-ylamino)pyridin-2-yl)benzamide